2-methoxy-4-(5-ethoxy-3-oxotetradecyl)phenolate COC1=C(C=CC(=C1)CCC(CC(CCCCCCCCC)OCC)=O)[O-]